diphenyleneiodonium C1C=CC2=C(C=1)[I+]C1C=CC=CC2=1